BrC1=CC(=NC=C1)NC(CCN1CCC(CC1)(F)F)=O N-(4-bromopyridin-2-yl)-3-(4,4-difluoropiperidin-1-yl)propionamide